NC1=CC(=C2N3CCC[C@H]3CCCC3=CC=C(C([C@](C4=NN=C(C1=N2)O4)(O)C(F)(F)F)=C3)F)C(F)(F)F (6R,15R)-23-amino-8-fluoro-6,21-bis(trifluoromethyl)-26-oxa-3,4,19,24-tetraazapentacyclo[18.3.1.12,5.17,11.015,19]hexacosan-1(24),2,4,7(25),8,10,20,22-octaen-6-ol